N1=CN=CC2=CC=C3C(=C12)C=CCO3 Pyranoquinazoline